ClC=1C(=C(C(=CC1)F)C1=C(C(=NN(C1=O)C)C)OC(C(C)C)=O)CCC1=CC(=C(C=C1)C(N(C)CC)=O)F [5-[3-chloro-2-[2-[4-[ethyl (methyl) carbamoyl]-3-fluoro-phenyl] ethyl]-6-fluoro-phenyl]-1,3-dimethyl-6-oxo-pyridazin-4-yl]-2-methylpropionate